C1(=CC=CC2=CC=CC=C12)CC=1C(=C2N(C(C1[N+](=O)[O-])=O)C(CS2)C(=O)[O-])C2=CC(=CC=C2)C(F)(F)F 7-(Naphthalen-1-ylmethyl)-6-nitro-5-oxo-8-(3-(trifluoromethyl)phenyl)-2,3-dihydro-5H-thiazolo[3,2-a]pyridine-3-carboxylate